CO[C@H](C)C1=C2C(=NC=C1C(=O)O)SC(=N2)C (R)-7-(1-methoxyethyl)-2-methylthiazolo[5,4-b]pyridine-6-carboxylic acid